Cl.NCC(COC1=C(C#N)C=CC=C1F)=CF (2-(aminomethyl)-3-fluoroallyloxy)-3-fluorobenzonitrile hydrochloride